CN(CCC(=O)N1CC2=CC(=CC=C2CC1)OC1=CC(=C(C=C1)C(F)(F)F)F)C 3-(dimethylamino)-1-(7-(3-fluoro-4-(trifluoro-methyl)phenoxy)-3,4-dihydroisoquinolin-2(1H)-yl)propan-1-one